C1=C(OC=C(C1=O)O)CCl (2-chloromethyl)-5-hydroxy-4H-pyran-4-one